COC=1C=C(C=CC1OCCOC)/C=C/C(=O)N1CC=CCC1 (E)-1-(3-(3-methoxy-4-(2-methoxyethoxy)phenyl)acryloyl)-5,6-dihydropyridin